N1N=NN=NC=C1 tetraazazepine